C1(CCCCC1)N1CCN(CC1)CC=1C(=C(C(=C2C(C=C(OC12)C1=CC(=C(C=C1)OC)OC)=O)O)OC)O 8-((4-cyclohexylpiperazin-1-yl)methyl)-2-(3,4-dimethoxyphenyl)-5,7-dihydroxy-6-methoxy-4H-chromen-4-one